C(CCC)N1[C@@H](CC1)C(N(C)OC)=O butyl-(2S)-2-[methoxy(methyl)carbamoyl]azetidine